Methyl (2S)-2-[[(2,3-difluorophenyl)methylideneamino]-methylamino]-3,3-dimethylbutanoate FC1=C(C=CC=C1F)C=NN([C@H](C(=O)OC)C(C)(C)C)C